N-(3-Chloro-4-fluorophenyl)-4-(5-(1-ethyl-4-fluoro-3-((2-hydroxy-2-methylpropyl)amino)-1H-pyrazol-5-yl)-5-hydroxyoctahydropentalen-2-yl)-1-methyl-1H-imidazole-5-carboxamide ClC=1C=C(C=CC1F)NC(=O)C1=C(N=CN1C)C1CC2CC(CC2C1)(O)C1=C(C(=NN1CC)NCC(C)(C)O)F